benzyl (2-acrylamidoethyl)carbamate C(C=C)(=O)NCCNC(OCC1=CC=CC=C1)=O